Methyl 2-([5-(3-cyclopropoxyphenyl)-1-(1-methyl-1H-1,3-benzodiazol-7-yl)-1H-pyrazol-3-yl]methoxy)-2-methylpropanoate C1(CC1)OC=1C=C(C=CC1)C1=CC(=NN1C1=CC=CC2=C1N(C=N2)C)COC(C(=O)OC)(C)C